FC1=C(C2=C(CCO2)C=C1)N1N=C2C(=CC1=O)NN=C2C2=CC=C(C=C2)N2CCN(CC2)C 5-(6-fluoro-2,3-dihydrobenzofuran-7-yl)-3-(4-(4-methylpiperazin-1-yl)phenyl)-1H-pyrazolo[4,3-c]pyridazin-6(5H)-one